styrenyl bromide C(=CC1=CC=CC=C1)Br